N-{3-fluoro-5-[(1r,3s)-3-methyl-1-(4-methyl-1,2,4-triazol-3-yl)cyclobutyl]phenyl}-1H-pyrrolo[3,2-b]pyridine-5-carboxamide FC=1C=C(C=C(C1)C1(CC(C1)C)C1=NN=CN1C)NC(=O)C1=CC=C2C(=N1)C=CN2